N-butyl-2-(4-fluorophenoxy)-N-(4'-(methoxymethyl)-[1,1'-biphenyl]-4-yl)-2-methylpropanamide C(CCC)N(C(C(C)(C)OC1=CC=C(C=C1)F)=O)C1=CC=C(C=C1)C1=CC=C(C=C1)COC